OC=1C=C(C=O)C=C(C1)C 3-HYDROXY-5-METHYLBENZALDEHYDE